C(C)OC(=O)C=1N(C=C(C1C)C=1SC=CC1)C1=CC=CC=C1 3-methyl-1-phenyl-4-(thiophen-2-yl)-1H-pyrrole-2-carboxylic acid ethyl ester